(1R,2S,5S)-N-(1-cyano-2-(2-oxo-1,2,5,6,7,8-hexahydroquinolin-3-yl)ethyl)-3-((S)-3,3-dimethyl-2-(methylsulfonylamino)butanoyl)-6,6-dimethyl-3-azabicyclo[3.1.0]hexane-2-carboxamide C(#N)C(CC=1C(NC=2CCCCC2C1)=O)NC(=O)[C@@H]1[C@H]2C([C@H]2CN1C([C@H](C(C)(C)C)NS(=O)(=O)C)=O)(C)C